C1(=CC=CC=C1)C(C)NCCNC(C)C1=CC=CC=C1 bis(1-phenylethyl)-1,2-ethylenediamine